Cl.Cl.N(=NC(C)(C)C(N)=N)C(C)(C)C(N)=N 2,2'-Azo-bis(2-amidinopropan) dihydrochlorid